bicyclo[2.2.1]Hept-5-ene-2-heptanoic acid-methyl ester COC(CCCCCCC1C2C=CC(C1)C2)=O